2-methylpropionamide trifluoroacetate FC(C(=O)O)(F)F.CC(C(=O)N)C